3-[4-(1H-pyrrolo[2,3-b]pyridin-4-yl)-1H-pyrazol-1-yl]-3-(1,3-thiazol-5-yl)-propanenitrile N1C=CC=2C1=NC=CC2C=2C=NN(C2)C(CC#N)C2=CN=CS2